Cl.C(#N)C=1C(=NC=C(C1C1=CC(=C(C=C1)C#N)F)C1=CC(=C(C=C1)OC)O)N1CCC(CC1)NCC1=C(C=C(C=C1)/C=C/C(=O)NO)F (E)-3-(4-(((1-(3-Cyano-4-(4-cyano-3-fluorophenyl)-5-(3-hydroxy-4-methoxyphenyl)pyridin-2-yl)piperidin-4-yl)amino)methyl)-3-fluorophenyl)-N-hydroxyacrylamide hydrochloride